C1(CC1)N(C1=C(C(=NC=N1)NCC1(C(CNCC1)O)CO)F)CC1=CC=C(C=C1)C(F)(F)F 4-(((6-(Cyclopropyl(4-(trifluoromethyl)benzyl)amino)-5-fluoropyrimidin-4-yl)amino)methyl)-4-(hydroxymethyl)piperidin-3-ol